N1=CC(=CC=C1NCC(CNC1=NC=C(C=N1)SC)C)C=1C=NC=CC1 N-([3,3'-bipyridin]-6-yl)-2-methyl-N3-(5-(methylthio)pyrimidin-2-yl)propane-1,3-diamine